NC1=C(C=CC=C1)NC(CCC1=CC=C(C(=O)NCC2CCN(CC2)CC2=CC=CC=C2)C=C1)=O 4-(3-((2-aminophenyl)amino)-3-oxopropyl)-N-((1-benzylpiperidin-4-yl)methyl)benzamide